m-(1-isopropoxypropoxy)styrene C(C)(C)OC(CC)OC=1C=C(C=C)C=CC1